ClC=1C=C2CCNC(C2=CC1)C 6-Chloro-1-methyl-1,2,3,4-tetrahydroisoquinoline